methyl 5-bromo-3-(ethyl(tetrahydro-2H-pyran-4-yl)amino)-2-methylbenzoate BrC=1C=C(C(=C(C(=O)OC)C1)C)N(C1CCOCC1)CC